C[C@H]1N(CCOC1)C1=CC(=C2C(=N1)C(=NS2)C2=CC(=NN2C2OCCCC2)C)CSC (3R)-3-methyl-4-(3-(3-methyl-1-(tetrahydro-2H-pyran-2-yl)-1H-pyrazol-5-yl)-7-((methylthio)methyl)isothiazolo[4,5-b]pyridin-5-yl)morpholine